CC=1C=C(C=CC1C)C1=CC=C(C(=N1)OC)C=1N=NN(C1)[C@@H]1CS(C=C1)(=O)=O |o1:21| (S or R)-3-(4-(6-(3,4-dimethylphenyl)-2-methoxypyridin-3-yl)-1H-1,2,3-triazol-1-yl)-2,3-dihydrothiophene 1,1-dioxide